tert-butyl ((5-(2-(2,6-dioxopiperidin-3-yl)-1-oxoisoindolin-4-yl)isoxazol-3-yl)methyl)carbamate O=C1NC(CCC1N1C(C2=CC=CC(=C2C1)C1=CC(=NO1)CNC(OC(C)(C)C)=O)=O)=O